COC1=CC2=C(N=C(O2)C=2C(=C(C=CC2)C2=CC(=CC=C2)OCCCN2CCOCC2)C)C=C1C=O 6-methoxy-2-(2-methyl-3'-(3-morpholinopropoxy)-[1,1'-biphenyl]-3-yl)benzo[d]oxazole-5-carbaldehyde